CC1=NN(C(=C1)C)C1=CC=C(C=C1)CN (4-(3,5-dimethyl-1H-pyrazol-1-yl)phenyl)methylamine